CN(C(OC(C)(C)C)=O)CC1CN(C1)C(=O)C1=CC2=CC=CC(=C2C=C1)OC1=CC=C(C=C1)C(F)(F)F tert-Butyl methyl((1-(5-(4-(trifluoromethyl)phenoxy)-2-naphthoyl)azetidin-3-yl)methyl)carbamate